C(C)(C)(C)OC(=O)NC1=NC=C(C(=C1)B(O)O)Cl 2-(tert-butoxycarbonyl-amino)-5-chloropyridin-4-ylboronic acid